BrC=1C=C2N(N=CC(=C2N[C@H]2COCC2)C(=NC2=C(C=C(C=C2)O[Si](C)(C)C(C)(C)C)CC)N)C1 6-bromo-N'-[4-[1,1-dimethylethyl(dimethyl)silyl]oxy-2-ethyl-phenyl]-4-[[(3R)-tetrahydrofuran-3-yl]amino]pyrrolo[1,2-b]pyridazine-3-carboxamidine